3-(5-((4-fluorophenyl)sulfonyl)-4,5,6,7-tetrahydrothieno[3,2-c]pyridin-3-yl)-5-(trifluoromethyl)-1,2,4-oxadiazole FC1=CC=C(C=C1)S(=O)(=O)N1CC2=C(CC1)SC=C2C2=NOC(=N2)C(F)(F)F